ClC=1C(=C(C=CC1)C1(CN(C1)C(\C=C\CN(C)C)=O)NC1=CC=C2C(N(C(C2=C1)=O)C)(C)C)C (E)-6-((3-(3-chloro-2-methylphenyl)-1-(4-(dimethylamino)but-2-enoyl)azetidin-3-yl)amino)-2,3,3-trimethylisoindolin-1-one